C(CCCCC(=O)OCC)(=O)OC1=CC=CC=C1 phenyl ethyl adipate